NCC1=CC=C(C=C1)C1=CC=C(C=C1)O 4'-aminomethyl-biphenyl-4-ol